5-(2,4,5-Trifluoro-3-hydroxyphenyl)-3-(4-(3-(trifluoromethyl)-[1,2,4]triazolo[4,3-b]pyridazin-6-yl)piperazine-1-carbonyl)isoxazole-4-carbonitrile FC1=C(C=C(C(=C1O)F)F)C1=C(C(=NO1)C(=O)N1CCN(CC1)C=1C=CC=2N(N1)C(=NN2)C(F)(F)F)C#N